tert-butyl (3R)-3-formyl-5-(4-methylpiperazin-1-yl)-3,4-dihydro-1H-isoquinoline-2-carboxylate C(=O)[C@@H]1N(CC2=CC=CC(=C2C1)N1CCN(CC1)C)C(=O)OC(C)(C)C